ethyl-3-(4-isobutyl-6-methylcyclohex-3-en-1-yl)acrylate C(C)OC(C=CC1CC=C(CC1C)CC(C)C)=O